N1CCCCCCCCCCCCC1 azacyclotetradecane